[Pd](Cl)Cl.C1(=CC=CC=C1)P(=O)(CCCP(=O)(C1=CC=CC=C1)C1=CC=CC=C1)C1=CC=CC=C1 [1,3-bis(diphenyl-phosphinyl)propane] palladium dichloride